6-Bromo-7-cyclopropyl-1-(2-(trifluoromethyl)pyridin-3-yl)quinazoline-2,4(1H,3H)-dione BrC=1C=C2C(NC(N(C2=CC1C1CC1)C=1C(=NC=CC1)C(F)(F)F)=O)=O